COC=1C=C(C=C(C1)S(=O)(=O)C)NC1=NC=CC(=N1)NC1=CC=C(C=C1)NC(OC(C)(C)C)=O tert-butyl (4-((2-((3-methoxy-5-(methylsulfonyl)phenyl)amino)pyrimidin-4-yl)amino)phenyl)carbamate